ClC1=NNC=C1C=1C=C2C=CN(C(C2=CC1)=O)CC=1C=C(C(=O)NCCO)C=C(C1)F 3-((6-(3-Chloro-1H-pyrazol-4-yl)-1-oxoisoquinolin-2(1H)-yl)methyl)-5-fluoro-N-(2-hydroxyethyl)benzamide